tert-Butyl 2,6-dioxo-3,6-dihydropyrimidine-1(2H)-carboxylate O=C1N(C(C=CN1)=O)C(=O)OC(C)(C)C